4-([1,1':4',1''-terphenyl]-4-yl)-6-(spiro[fluorene-9,8'-indeno[2,1-b]furan]-2-yl)-1,3,5-triazine C1(=CC=C(C=C1)C1=NC=NC(=N1)C1=CC2=C(C=C1)C1=CC=CC=C1C21C=2C=CC=CC2C2=C1OC=C2)C2=CC=C(C=C2)C2=CC=CC=C2